FC(C=1C=C(C=C(C1)C(F)(F)F)C1=NN(C=N1)/C=C(\C=1C=NC=NC1)/C=1N=NC=CC1)(F)F (E)-3-(2-(3-(3,5-bis(trifluoromethyl)phenyl)-1H-1,2,4-triazol-1-yl)-1-(pyrimidin-5-yl)vinyl)pyridazine